N,N-bis[2-hydroxyethyl]-2-aminoethansulfonic acid OCCN(CCS(=O)(=O)O)CCO